N-[3-bis(trimethylsilyl)amino-1-propyl]citraconimide C[Si](C)(C)N(CCCN1C(C(C)=CC1=O)=O)[Si](C)(C)C